C(C1=CC=CC=C1)[C@](C(=O)NC=1C(=NC2=C(C=CC=C2C1)F)C)(CC(C)C)C |r| rac-2-benzyl-N-(8-fluoro-2-methyl-3-quinolinyl)-2,4-dimethyl-pentanamide